3-chloro-β,β-difluoro-4-(trifluoromethyl)-phenylpropionic acid ClC=1C=C(C=CC1C(F)(F)F)C(C(=O)O)C(F)F